4-methyl-1,3-dihydroimidazol-2-one CC=1NC(NC1)=O